5,7-dihydro-5,7,7-triphenyl-2-(9-phenyl-9H-carbazol-3-yl)indeno[2,1-b]carbazole C1(=CC=CC=C1)N1C2=CC=C(C=C2C=2C=C3C(=CC12)C(C1=CC=CC=C13)(C1=CC=CC=C1)C1=CC=CC=C1)C=1C=CC=3N(C2=CC=CC=C2C3C1)C1=CC=CC=C1